tert-butyl-[[3-methoxy-6-(4,4,5,5-tetramethyl-1,3,2-dioxaborolan-2-yl)-1-naphthyl]oxy]-dimethyl-silane C(C)(C)(C)[Si](C)(C)OC1=CC(=CC2=CC(=CC=C12)B1OC(C(O1)(C)C)(C)C)OC